3-methyl-4-butyl-2,6-decalindicarboxylic acid CC1C(CC2CCC(CC2C1CCCC)C(=O)O)C(=O)O